C(C)(C)(C)OC(=O)N1CC([C@@H]2N(CC[C@@H]21)C2CC(C2)C(=O)O)(F)F 3-((cis)-4-(tert-butoxycarbonyl)-6,6-difluorohexahydropyrrolo[3,2-b]pyrrol-1(2H)-yl)cyclobutanecarboxylic acid